C1=CC=CC=2C3=CC=CC=C3C(C12)COC(N[C@H](C(N[C@H](C(NCOC(C)=O)=O)CCCNC(=O)N)=O)C(C)C)=O Acetic acid (5S,8S)-1-(9H-fluoren-9-yl)-5-isopropyl-3,6,9-trioxo-8-(3-ureidopropyl)-2-oxa-4,7,10-triazaundec-11-yl ester